FC=1C(=C(C=CC1F)[C@H]1[C@@H](O[C@]([C@H]1C)(C(F)(F)F)C)C(=O)NC=1C=NN2C(=NC=CC21)S(=O)(=O)C)OC (2R,3S,4S,5R)-3-(3,4-difluoro-2-methoxyphenyl)-4,5-dimethyl-N-(7-(methylsulfonyl)pyrazolo[1,5-c]pyrimidin-3-yl)-5-(trifluoromethyl)tetrahydrofuran-2-carboxamide